N-((3S,4S)-3-Fluorotetrahydro-2H-pyran-4-yl)-7-(1H-pyrazol-4-yl)-8-(2,2,2-trifluoroethoxy)-[1,2,4]triazolo[1,5-c]pyrimidin-2-amine F[C@@H]1COCC[C@@H]1NC1=NN2C=NC(=C(C2=N1)OCC(F)(F)F)C=1C=NNC1